(R)-2-(4,6-Dimethylpyrazolo[1,5-a]pyrazin-2-yl)-6-(2-ethyl-4-methylpiperazin-1-yl)quinazolin-4(3H)-one CC=1C=2N(C=C(N1)C)N=C(C2)C2=NC1=CC=C(C=C1C(N2)=O)N2[C@@H](CN(CC2)C)CC